C(C=CC=CC=CC=CC=CC=CCCCCCCCCCCC)(=O)O 2,4,6,8,10,12-tetracosahexaenoic acid